FC(OCC(=O)N(CC1=CC=C(C=C1)C1=NOC(=N1)C(F)(F)F)C)F (difluoromethoxy)-N-methyl-N-[[4-[5-(trifluoromethyl)-1,2,4-oxadiazol-3-yl]phenyl]methyl]acetamide